C(C)C1=NN(C=C1C(=O)OCCOCC(CCCCC)CCCC)C1=NC=C(C=C1)C(NCC1=CC=C(C=C1)C1=CC=CC=C1)=O 2-((2-butylheptyl)oxy)ethane-1-ol Ethyl-1-(5-(([1,1'-Biphenyl]-4-ylmethyl)carbamoyl)pyridin-2-yl)-1H-pyrazole-4-carboxylate